ONC(C1=CC=C(C=C1)C1=C(C=CC(=C1)N(C1=CC(OC2=CC=CC=C12)=O)C)OC)=O N-hydroxy-4-(2-methoxy-5-(methyl-(2-oxo-2H-chromen-4-yl)amino)phenyl)benzamide